3-(trans-2-(1H-1,2,3-triazol-1-yl)cyclobutyl)aniline N1(N=NC=C1)[C@H]1[C@@H](CC1)C=1C=C(N)C=CC1